S1C(=NC2=C1C=CC=C2)NC(=O)C=2C=CC=C1CCN(CC21)C2=CC=C(C(=N2)C(=O)[O-])C=2N=NN(C2C)CC21OC3CC(CC(C2)C3)C1 6-(8-(benzo[d]thiazol-2-ylcarbamoyl)-3,4-dihydroisoquinolin-2(1H)-yl)-3-(1-(2-oxatricyclo[3.3.1.13,7]dec-1-ylmethyl)-5-methyl-1H-1,2,3-triazol-4-yl)picolinate